COC1=C(OCC(=O)O)C=CC(=C1)\C=C\C(=O)C1=CC=C(C=C1)C 2-[2-Methoxy-4-[(E)-3-(4-methylphenyl)-3-oxoprop-1-enyl]phenoxy]acetic acid